C(C)(C)N(CC)C(C)C bisIsopropylethylamine